ClC=1C=C(C=CC1OC)NC(CN(S(=O)(=O)C=1C=C(C=C2C(=NNC12)COC)C)C)=O N-(3-chloro-4-methoxyphenyl)-2-(3-(methoxymethyl)-N,5-dimethyl-1H-indazole-7-sulfonamido)acetamide